(1S,3S,4S)-2-((R)-2-(3-chlorophenyl)-2-hydroxyacetyl)-N-((R)-1-cyano-2-((R)-2-oxopyrrolidin-3-yl)ethyl)-5,5-difluoro-2-azabicyclo[2.2.2]octane-3-carboxamide ClC=1C=C(C=CC1)[C@H](C(=O)N1[C@@H]2CC([C@H]([C@H]1C(=O)N[C@H](C[C@@H]1C(NCC1)=O)C#N)CC2)(F)F)O